N-(benzenesulfonyl)-N'-(3-p-toluenesulfonyloxyphenyl)urea C1(=CC=CC=C1)S(=O)(=O)NC(=O)NC1=CC(=CC=C1)OS(=O)(=O)C1=CC=C(C)C=C1